1-((4-(tert-Butoxycarbonyl)phenyl)carbamoyl)-5-(2-(dimethylamino)-N-methylacetamido)-3,4-dihydroisoquinoline-2(1H)-carboxylic acid tert-butyl ester C(C)(C)(C)OC(=O)N1C(C2=CC=CC(=C2CC1)N(C(CN(C)C)=O)C)C(NC1=CC=C(C=C1)C(=O)OC(C)(C)C)=O